1-(3-methoxybenzyl)-5-(methylcarbamoyl)-6-oxo-1,6-dihydropyridine-3-carboxylic acid COC=1C=C(CN2C=C(C=C(C2=O)C(NC)=O)C(=O)O)C=CC1